ClC=1C=C2C(=NC1)N(CC21CC(C1)=CC#N)CC1=CC=C(C=C1)OC 2-(5'-Chloro-1'-(4-methoxybenzyl)-1',2'-dihydrospiro[cyclobutane-1,3'-pyrrolo[2,3-b]pyridin]-3-ylidene)acetonitrile